((1s,4s)-4-((tert-butyldimethylsilyl)oxy)cyclohexyl)methanol [Si](C)(C)(C(C)(C)C)OC1CCC(CC1)CO